1-(7-[9,9'-bianthracene]-10-yl-9,9-dioctyl-9H-fluoren-2-yl)pyrene C1=CC=CC2=C(C3=CC=CC=C3C(=C12)C=1C2=CC=CC=C2C=C2C=CC=CC12)C1=CC=C2C=3C=CC(=CC3C(C2=C1)(CCCCCCCC)CCCCCCCC)C1=CC=C2C=CC3=CC=CC4=CC=C1C2=C34